O1C=CC=C1.[Li] lithium furan